C(#N)C=1C=NN2C1C(=CC(=C2)OCC(C)(C)O)C=2N=CC(=NC2)N2[C@@H]1CC3CC(C[C@@H]2C3)(C1)NC(C1=CN=C(C=C1)OC)=O N-((1R,3S,5s,7s)-2-(5-(3-cyano-6-(2-hydroxy-2-methylpropyloxy)pyrazolo[1,5-a]pyridin-4-yl)pyrazin-2-yl)-2-azaadamantan-5-yl)-6-methoxynicotinamide